ClC=1C(=NC=CC1Cl)NN (3,4-dichloro-pyridin-2-yl)-hydrazine